N-(2-methoxybenzyl)-1-(2,5-dimethoxy-4-bromophenyl)-2-aminopropane COC1=C(CNC(CC2=C(C=C(C(=C2)OC)Br)OC)C)C=CC=C1